((3-(1-(4-iodophenyl)cyclopropyl)-1,2,4-oxadiazol-5-yl)methyl)acrylic acid IC1=CC=C(C=C1)C1(CC1)C1=NOC(=N1)CC(C(=O)O)=C